5-(((3-(Hydroxymethyl)-5-(4-methylpiperazin-1-yl)imidazo[1,2-a]pyridin-2-yl)methyl)(methyl)amino)-2-(pyridin-2-yl)-4,5,6,7-tetrahydro-2H-indazol-3-ol OCC1=C(N=C2N1C(=CC=C2)N2CCN(CC2)C)CN(C2CC1=C(N(N=C1CC2)C2=NC=CC=C2)O)C